2-imino-3-(2-(1-(methylthio)ethyl)phenyl)thiazolidin-4-one ethyl-1-[[4-[(Z)-2-ethoxy-3,3,3-trifluoro-prop-1-enoxy]phenyl]methyl]pyrazole-3-carboxylate C(C)OC(=O)C1=NN(C=C1)CC1=CC=C(C=C1)O\C=C(\C(F)(F)F)/OCC.N=C1SCC(N1C1=C(C=CC=C1)C(C)SC)=O